C(C)OC(C[C@H](CCC1OC1(C)C)C)=O (S)-5-(3,3-dimethyloxiran-2-yl)-3-methylpentanoic acid ethyl ester